C(C(=C)C)(=O)OCCNC(=O)OC(C)C 2-[(isopropoxycarbonyl)amino]ethyl methacrylate